7-(difluoro-methyl)-N-(2-fluoro-4-(2-methoxy-ethoxy)phenyl)quinolin-4-amine FC(C1=CC=C2C(=CC=NC2=C1)NC1=C(C=C(C=C1)OCCOC)F)F